O=C(C)[C@H]1CC[C@H]2[C@@H]3CC[C@@H]4CCCC[C@]4(C)[C@H]3CC[C@]12C 20-Oxo-5β-pregnan